COC1=C(CNC2=NC=3C(=CC(=CC3C=3N2N=C(N3)C3CC(CCC3)(O)C=3C=NN(C3)CC(C)(C)O)F)OC)C=CC(=C1)OC 3-(5-((2,4-dimethoxybenzyl)amino)-9-fluoro-7-methoxy-[1,2,4]triazolo[1,5-c]quinazolin-2-yl)-1-(1-(2-hydroxy-2-methylpropyl)-1H-pyrazol-4-yl)cyclohexan-1-ol